ClC=1C=C(C=CC1)CCN1C[C@H]([C@H](CC1)OC)COC1=CC=C(C=C1)S(=O)(=O)C |r| rac-cis-1-(3-chlorophenyl-ethyl)-4-methoxy-3-((4-(methylsulfonyl)phenoxy)methyl)piperidine